methyl (R)-3-(1-amino-3-methoxy propyl)benzoate N[C@H](CCOC)C=1C=C(C(=O)OC)C=CC1